ClC1=CC(=C(C=C1)NS(=O)(=O)N1CCN(CC1)CC1CCN(CC1)C(=O)[O-])C(NC1=C(C=C(C=C1)C(F)(F)F)Cl)=O 4-((4-(N-(4-chloro-2-((2-chloro-4-(trifluoromethyl)phenyl)carbamoyl)phenyl)aminosulfonyl)piperazine-1-yl)methyl)piperidin-1-yl-carboxylate